(2-((2R,3S,4S,5S,6R)-3,4,5-trihydroxy-6-(4-isothiocyanatophenyloxy)tetrahydro-2H-pyran-2-yl)ethyl)phosphonic acid O[C@@H]1[C@H](O[C@@H]([C@H]([C@H]1O)O)OC1=CC=C(C=C1)N=C=S)CCP(O)(O)=O